FC1=C(C=CC(=C1)B1OC(C(O1)(C)C)(C)C)OC(=O)N1CCCCC1 2-fluoro-4-(4,4,5,5-tetramethyl-1,3,2-dioxaborolan-2-yl)phenylpiperidine-1-carboxylate